p-tolyl (6-(hydroxymethyl)-5-methyl-2-phenylpyridin-3-yl)carbamate OCC1=C(C=C(C(=N1)C1=CC=CC=C1)NC(OC1=CC=C(C=C1)C)=O)C